2-(5-chloro-[1,1'-biphenyl]-3-yl)-4-(dibenzo[b,d]furan-3-yl)-6-phenyl-1,3,5-triazine ClC=1C=C(C=C(C1)C1=CC=CC=C1)C1=NC(=NC(=N1)C=1C=CC2=C(OC3=C2C=CC=C3)C1)C1=CC=CC=C1